NCCNC1=C2N=CN(C2=NC=N1)[C@H]1[C@@H]([C@@H]([C@H](O1)COCP(O)(O)=O)O)O [(2R,3S,4R,5R)-5-[6-(2-aminoethylamino)-purin-9-yl]-3,4-dihydroxy-tetrahydro-furan-2-yl]methoxy-methylphosphonic acid